FC1=CC=C(C(=O)N[C@H](C)C2=NC=3CCCN(C3C=C2)C(=O)C2CCOCC2)C=C1 4-fluoro-N-{(1R)-1-[5-(oxane-4-carbonyl)-5,6,7,8-tetrahydro-1,5-naphthyridin-2-yl]ethyl}benzamide